CN(C1=C(C(=O)[O-])C=CC=N1)C 2-(dimethylamino)nicotinate